1-(2-bromopyridin-4-yl)ethan-1-one BrC1=NC=CC(=C1)C(C)=O